C(C1=CC=CC=C1)N[C@H](CN)C (S)-N2-Benzylpropane-1,2-diamine